C(C)(C)(C)OC(=O)N[C@H](C(CC(=O)OC)=O)C methyl (S)-4-((tert-butoxycarbonyl)amino)-3-oxopentanoate